tert-butyl (2-((2-amino-8-((4-methoxybenzyl)thio)-N-propyl-3H-benzo[b]azepine-4-carboxamido)oxy)ethyl)carbamate NC=1CC(=CC2=C(N1)C=C(C=C2)SCC2=CC=C(C=C2)OC)C(=O)N(CCC)OCCNC(OC(C)(C)C)=O